ClC1=NC(=C(C(=N1)C1=CN=NS1)F)Cl 5-(2,6-dichloro-5-fluoropyrimidin-4-yl)-1,2,3-thiadiazole